4-(2-((2S*,3S*)-2-benzyl-3-methoxypyrrolidin-1-yl)-6-((4-methoxybenzyl)oxy)pyridin-4-yl)morpholine C(C1=CC=CC=C1)[C@@H]1N(CC[C@@H]1OC)C1=NC(=CC(=C1)N1CCOCC1)OCC1=CC=C(C=C1)OC |o1:7,11|